Benzyl(propargyl)amine C(C1=CC=CC=C1)NCC#C